4-tert-amyl-6'-tert-butyl-4'-methyl-2,2'-methylenediphenol C(C)(C)(CC)C1=CC(=C(C=C1)O)CC1=C(C(=CC(=C1)C)C(C)(C)C)O